N-(Benzoyloxy)-5-(2-oxo-2-(2-phenylpiperidin-1-yl)Acetamido)Nicotinamide C(C1=CC=CC=C1)(=O)ONC(C1=CN=CC(=C1)NC(C(N1C(CCCC1)C1=CC=CC=C1)=O)=O)=O